2-fluoro-methylpropanamide FC(C(=O)N)(C)C